(S)-1-(4-cyanophenyl)-6-(5-(3,5-dimethylisoxazol-4-yl)-1-((R)-2-methyl-4,5,6,7-tetrahydrobenzo[d]thiazol-6-yl)-1H-benzo[d]imidazol-2-yl)piperidin-2-one C(#N)C1=CC=C(C=C1)N1C(CCC[C@H]1C1=NC2=C(N1[C@H]1CC3=C(N=C(S3)C)CC1)C=CC(=C2)C=2C(=NOC2C)C)=O